FC1=CC=C(C=C1)C1=C(CCC(C1)(C)C)C(=O)N1CCN(CC1)CC=1C=C2CN(C(C2=CC1)=O)C1C(NC(CC1)=O)=O 3-(5-((4-(4'-fluoro-5,5-dimethyl-3,4,5,6-tetrahydro-[1,1'-biphenyl]-2-carbonyl)piperazin-1-yl)methyl)-1-oxoisoindolin-2-yl)piperidine-2,6-dione